3-(4-fluorophenyl)-2,4-dioxo-1H-pyrimidine-5-carboxamide FC1=CC=C(C=C1)N1C(NC=C(C1=O)C(=O)N)=O